C(#N)C=1C=C(C=C(C1)F)[C@H]1N(OCC1)C(=O)[C@H]1CC[C@H](CC1)OC=1C=CC(=C(C#N)C1)F cis-5-((4-((S)-3-(3-cyano-5-fluorophenyl)isoxazolidine-2-carbonyl)cyclohexyl)oxy)-2-fluorobenzonitrile